ClC1=CN(C2=NC=CC(=C21)OC2=C(C=C(C=C2F)NC=2OCC(CN2)(F)F)F)COCC[Si](C)(C)C N-{4-[(3-chloro-1-{[2-(trimethylsilyl)ethoxy]methyl}-1H-pyrrolo[2,3-b]pyridin-4-yl)oxy]-3,5-difluorophenyl}-5,5-difluoro-5,6-dihydro-4H-1,3-oxazin-2-amine